N-[2-(2,6-difluorophenyl)ethyl]-2-[1-[(4-methylphenyl)methyl]-5-oxopyrrolidin-2-yl]acetamide FC1=C(C(=CC=C1)F)CCNC(CC1N(C(CC1)=O)CC1=CC=C(C=C1)C)=O